COC1=NC=C(C(=N1)OC)C=1C=C(C=2N(N1)C=CN2)[C@@H]2[C@H](C2)C2=CC=C1C(C(N(C1=C2)CC(F)(F)F)=O)(C)C 6-[(1S,2S)-2-[6-(2,4-dimethoxypyrimidin-5-yl)imidazo[1,2-b]pyridazin-8-yl]cyclopropyl]-3,3-dimethyl-1-(2,2,2-trifluoroethyl)indolin-2-one